NC1=NC=NN2C1=CC=C2[C@]2([C@@H]([C@@H]([C@H](O2)COP(=O)(OC2=CC=CC=C2)N[C@H](C(=O)OC2CCCCC2)C)O)O)C#N (2S)-cyclohexyl 2-(((((2R,3S,4R,5R)-5-(4-aminopyrrolo[2,1-f][1,2,4]triazin-7-yl)-5-cyano-3,4-dihydroxytetrahydrofuran-2-yl)methoxy)(phenoxy)phosphoryl)amino)propanoate